bis(2,6-diethylphenyl) chlorophosphite P(OC1=C(C=CC=C1CC)CC)(OC1=C(C=CC=C1CC)CC)Cl